7-Fluoro-5-(5-methyl-2-piperidyl)-1H-Indazole FC=1C=C(C=C2C=NNC12)C1NCC(CC1)C